C(C)N1N=CN=C1C(=O)N 1-Ethyl-1H-1,2,4-triazole-5-carboxamide